(S)-1-(4-chlorobenzyl)-3-(4-((2-methyl-5-oxopyrrolidin-1-yl)methyl)phenyl)urea ClC1=CC=C(CNC(=O)NC2=CC=C(C=C2)CN2[C@H](CCC2=O)C)C=C1